C1OCC=2C(=CC=CC12)N 1,3-dihydroisobenzofuran-4-amine